C1(=CC=CC=C1)C1=NC(=NC(=N1)C=1C=C2C=3C=C(C=CC3N(C2=CC1)C1=NC(=NC(=N1)C1=CC=CC=C1)C1=CC=CC=C1)N1C2=CC=CC=C2C=2C=CC=CC12)C=1C=C2C=3C=C(C=CC3N(C2=CC1)C1=NC(=NC(=N1)C1=CC=CC=C1)C1=CC=CC=C1)N1C2=CC=CC=C2C=2C=CC=CC12 6,6''-(6-phenyl-1,3,5-triazine-2,4-diyl)bis(9-(4,6-diphenyl-1,3,5-triazin-2-yl)-9H-3,9'-bicarbazole)